COC1=CC=C(CNC(NC2CC3(CN(C3)C(=O)OC(C)(C)C)CC2)=O)C=C1 tert-butyl 6-(3-(4-methoxybenzyl)ureido)-2-azaspiro[3.4]octane-2-carboxylate